C(C=C)ON1C(N2[C@@H](C3=C([C@@H]1C2)C=NN3C)CO)=O (4R,8S)-5-(allyloxy)-8-(hydroxymethyl)-1-methyl-1,4,5,8-tetrahydro-6H-4,7-methanopyrazolo[3,4-e][1,3]Diazepin-6-one